tert-Butyl N-[6-chloro-7-fluoro-3-(1-tetrahydropyran-2-ylpyrazol-4-yl)-1-(2-triisopropylsilylethynyl)indol-4-yl]carbamate ClC1=CC(=C2C(=CN(C2=C1F)C#C[Si](C(C)C)(C(C)C)C(C)C)C=1C=NN(C1)C1OCCCC1)NC(OC(C)(C)C)=O